C1(=CC=CC2=CC=CC=C12)C=O 1-naphthal